4-acetylamino-2',3-Dimethylazobenzene C(C)(=O)NC1=C(C=C(C=C1)N=NC1=C(C=CC=C1)C)C